tert-butyl (R)-(1-(6-bromopyridazin-3-yl)piperidin-3-yl)carbamate BrC1=CC=C(N=N1)N1C[C@@H](CCC1)NC(OC(C)(C)C)=O